[C].[Ga].[Fe] iron-gallium carbon